1,2-dimethylpyrrolidinium chloride [Cl-].C[NH+]1C(CCC1)C